2,2-difluoro-2-(1-methyl-6-oxo-1,6-dihydropyridin-3-yl)acetic acid FC(C(=O)O)(C1=CN(C(C=C1)=O)C)F